ClC1=NC2=C(OC3=C1C=CC(=C3)CC)C=C(C=C2)C 11-chloro-3-ethyl-7-methyl-dibenzo[b,f][1,4]Oxazepine